C(C)OC(C(C)C1=CC=C(C=C1)C1(COCC1)N)=O.FC1=CC=C(C=C1)S(=O)(=O)NC1=CC=C(C=C1)NC1=CC(OC2=C1C=C(C=C2)[N+](=O)[O-])=O 4-fluoro-N-(4-((6-nitro-2-oxo-2H-benzopyran-4-yl)amino)phenyl)benzenesulfonamide (±)-Ethyl-2-(4-(3-aminotetrahydrofuran-3-yl)phenyl)propanoate